3-(6-((2,6-dimethylpyrimidin-4-yl)amino)-3-oxo-2,3-dihydro-1H-pyrazolo[4,3-c]pyridin-1-yl)benzonitrile CC1=NC(=CC(=N1)NC1=CC2=C(C=N1)C(NN2C=2C=C(C#N)C=CC2)=O)C